1-(2,4-dibromo-3-methoxybenzylidene)-2-methylhydrazine BrC1=C(C=NNC)C=CC(=C1OC)Br